N-(2-hydroxyethyl)-5-(2-oxohexahydro-1H-thieno[3,4-d]imidazol-4-yl)pentanamide OCCNC(CCCCC1SCC2NC(NC21)=O)=O